ClC=1SC=C(N1)N1N=CC(=C1)CC(=O)O 2-[1-(2-Chloro-1,3-thiazol-4-yl)-1H-pyrazol-4-yl]acetic acid